(-)-propyl (S)-2-(1,1-dimethylpropoxy)propanoate CC(CC)(O[C@H](C(=O)OCCC)C)C